4-(4-hydroxy-4-methyl-pentyl)-3-cyclohexene-carboxaldehyde OC(CCCC1=CCC(CC1)C=O)(C)C